C(C=C)(=O)OC12C3(CCCC3C(CC1)C2)OC(C=C)=O bis(acryloyloxy)tricyclo[4.3.0.12,5]-decane